ClC=1C=NN(C(C1Cl)=O)C(C(=O)NC1=CC(=C(C=C1)C)S(NCCC1=NC=CC=C1)(=O)=O)F 2-(4,5-dichloro-6-oxopyridazin-1(6H)-yl)-2-fluoro-N-(4-methyl-3-(N-(2-(pyridin-2-yl)ethyl)sulfamoyl)phenyl)acetamide